Methyl-(phenyl)dipentyloxysilane C[Si](OCCCCC)(OCCCCC)C1=CC=CC=C1